cis-methylproline CN1[C@@H](CCC1)C(=O)O